7-bromo-3-(5-bromo-2-Chloropyrimidin-4-yl)-1H-indole-6-carbonitrile BrC=1C(=CC=C2C(=CNC12)C1=NC(=NC=C1Br)Cl)C#N